t-butylcumylperoxide C(C)(C)(C)OOC(C)(C)C1=CC=CC=C1